OC[C@@]12COC([C@@H](O1)N1C3=NC=NC(=C3N=C1)NC)C2O (4S,6R)-4-(hydroxymethyl)-6-[6-(methylamino)purin-9-yl]-2,5-dioxabicyclo[2.2.1]heptan-7-ol